C(CCCCCCCCC)O[C@@H]1O[C@@H]([C@H]([C@H]1O)O)COC(C1=CC=CC=C1)(C1=CC=CC=C1)C1=CC=CC=C1 (2R,3R,4S,5R)-2-(decyloxy)-5-((trityloxy)methyl)tetrahydrofuran-3,4-diol